Cl.C1NCC2=C(C=CC=C12)N[C@H]1C(N(CC1)C)=O (R)-3-(Isoindolin-4-ylamino)-1-methylpyrrolidin-2-one hydrochloride